(R)-N-((R)-1-(5-bromo-1-methyl-1H-imidazol-2-yl)ethyl)-2-methylpropan-2-sulfinamide BrC1=CN=C(N1C)[C@@H](C)N[S@](=O)C(C)(C)C